2-(isoindolin-2-ylmethyl)-5-((4-(S-methylsulfonyl)benzyl)oxy)-4H-pyran-4-one C1N(CC2=CC=CC=C12)CC=1OC=C(C(C1)=O)OCC1=CC=C(C=C1)S(=O)(=O)C